3-benzyl-2,4-pentanedione C(C1=CC=CC=C1)C(C(C)=O)C(C)=O